6-methyl-4-(6-(7-((4-methyl-3-(methylsulfonyl)benzamido)methyl)-1,6-naphthyridin-2-yl)pyridin-2-yl)morpholine-2-carboxylic acid CC1OC(CN(C1)C1=NC(=CC=C1)C1=NC2=CC(=NC=C2C=C1)CNC(C1=CC(=C(C=C1)C)S(=O)(=O)C)=O)C(=O)O